methyl-1-(2,3-dimethylpyridin-5-yl)-4,4-difluoro-3,3-dimethyl-3,4-dihydroisoquinoline CC1=C2C(C(N=C(C2=CC=C1)C=1C=C(C(=NC1)C)C)(C)C)(F)F